(2R,3R,4S,5S)-2-(4-Amino-7H-pyrrolo[2,3-d]pyrimidin-7-yl)-5-((((4-(benzo[d][1,3]dioxol-5-yl)-6-methylpyrimidin-5-yl)methyl)thio)methyl)tetrahydrofuran-3,4-diol NC=1C2=C(N=CN1)N(C=C2)[C@@H]2O[C@@H]([C@H]([C@H]2O)O)CSCC=2C(=NC=NC2C)C2=CC1=C(OCO1)C=C2